normal butyl 2-(hydroxymethyl)acrylate OCC(C(=O)OCCCC)=C